O1CCOC2=NC=C(C=C21)C(CC(=O)O)N2N=CC1=CC(=CC=C21)OCCC2=NC=1NCCCC1C=C2 3-(2,3-dihydro-[1,4]dioxino[2,3-b]pyridin-7-yl)-3-(5-(2-(5,6,7,8-tetrahydro-1,8-naphthyridin-2-yl)ethoxy)-1H-indazol-1-yl)propionic acid